The molecule is a 2-amino-Delta(2)-thiazoline-4-carboxylic acid that has S configuration. It is an enantiomer of a L-2-amino-Delta(2)-thiazoline-4-carboxylic acid. It is a tautomer of a D-2-amino-Delta(2)-thiazoline-4-carboxylic acid zwitterion. C1[C@@H](N=C(S1)N)C(=O)O